P(=O)(OCC([N+](C)(C)C)CCOC(C=C)=O)([O-])[O-] acryloyloxyethyl-2-trimethylammonioethyl phosphate